ClC1=CC=C(C=C1)C(CF)NS(=O)(=O)C=1C=NC=C(C1)C#N N-(1-(4-chlorophenyl)-2-fluoroethyl)-5-cyanopyridine-3-sulfonamide